SC1=CC=C(C(=N1)NS(=O)(=O)CC)[N+](=O)[O-] N-(6-mercapto-3-nitropyridin-2-yl)ethanesulfonamide